2-(4-{2-[(4-{[6-(5-chloro-2-fluorophenyl)pyridazin-4-yl]amino}quinolin-7-yl)oxy]ethyl}piperazin-1-yl)ethan-1-ol ClC=1C=CC(=C(C1)C1=CC(=CN=N1)NC1=CC=NC2=CC(=CC=C12)OCCN1CCN(CC1)CCO)F